Trans-4-(3-{5-[(R)-(1,3-dimethyl-azetidin-3-yl)-hydroxy-(4-isopropyl-phenyl)-methyl]-pyridin-3-yl}-[1,2,4]oxadiazol-5-yl)-cyclohexanecarboxylic acid amide CN1CC(C1)(C)[C@@](C=1C=C(C=NC1)C1=NOC(=N1)[C@@H]1CC[C@H](CC1)C(=O)N)(C1=CC=C(C=C1)C(C)C)O